2,4,6-tris(carbazol-9-yl)-5-fluoroisophthalonitrile C1=CC=CC=2C3=CC=CC=C3N(C12)C1=C(C#N)C(=C(C(=C1C#N)N1C2=CC=CC=C2C=2C=CC=CC12)F)N1C2=CC=CC=C2C=2C=CC=CC12